ammonia, carbonic acid salt C(O)(O)=O.N